FC1=C(C(=C(C=C1OC)OC)F)C1=NC(=C2C=C(N=CC2=C1)N[C@H]1[C@H](COC1)NC(C=C)=O)N1CC(CC1)OC N-((3R,4S)-4-((7-(2,6-difluoro-3,5-dimethoxyphenyl)-5-(3-methoxypyrrolidin-1-yl)-2,6-naphthyridin-3-yl)amino)tetrahydrofuran-3-yl)acrylamide